C(C)C=1C=NC(=NC1)N1CCC(CC1)CCCOC1=CC(=C(C(=C1)F)CC=O)F 2-(4-(3-(1-(5-ethylpyrimidin-2-yl)piperidin-4-yl)propoxy)-2,6-difluorophenyl)ethan-1-one